Cl.O1CC(CC1)CN1N=C2N=CC=CC2=C1 ((tetrahydrofuran-3-yl)methyl)-2H-pyrazolo[3,4-b]Pyridine hydrochloride